ClC1=C(C(=NC2=C(C=CC(=C12)Cl)Cl)S(=O)C1=NN(C=C1)C)C(C)=O 1-(4,5,8-trichloro-2-((1-methyl-1H-pyrazol-3-yl)sulfinyl)quinolin-3-yl)ethan-1-one